C1(=CC=CC=C1)C=1N=C2N(C=CC=C2)C1NC=1C=C(C(C(=O)OC)=CC1)C(=O)OC dimethyl 4-((2-phenylimidazo[1,2-a]pyridin-3-yl)amino)phthalate